4-methyl-3-(1-nicotinoylpyrrolidin-3-yl)-N-(3-(trifluoromethyl)phenyl)benzamide CC1=C(C=C(C(=O)NC2=CC(=CC=C2)C(F)(F)F)C=C1)C1CN(CC1)C(C1=CN=CC=C1)=O